2-amino-5-chloro-pyridine NC1=NC=C(C=C1)Cl